1,1-dimethylethyl 16-amino-5,8,11,14-tetraoxa-2-azahexadecanoate NCCOCCOCCOCCOCCNC(=O)OC(C)(C)C